C(#N)C(C(=O)NC([O-])=O)=NNC1=CC(=C(C(=C1)Cl)OC1=CN(C(C=C1)=O)CC1=CC=C(C=C1)OC)Cl (2-cyano-2-(2-(3,5-dichloro-4-((1-(4-methoxybenzyl)-6-oxo-1,6-dihydropyridin-3-yl)oxy)phenyl)hydrazono)acetyl)carbamate